ClC1=C(C=CC=C1Cl)CC(=O)N[C@@H](C(C)C)C(=O)N[C@H](CCC(=O)O)C(=O)O (2-(2,3-dichlorophenyl)acetyl)-L-valyl-D-glutamic acid